[(1S)-2-amino-1-methyl-ethyl]-4-[5-[3-[2-(4-tert-butoxy-4-oxo-butanoyl)-6-methoxy-isoindolin-5-yl]oxypropoxy]-4-fluoro-6-methoxy-benzothiophen-2-yl]-4-oxo-butanoate NC[C@H](C)OC(CCC(=O)C=1SC2=C(C1)C(=C(C(=C2)OC)OCCCOC=2C=C1CN(CC1=CC2OC)C(CCC(=O)OC(C)(C)C)=O)F)=O